2,4,5-trifluoromethyl-benzyl bromide FCC1=C(CBr)C=C(C(=C1)CF)CF